N-(2-{[5-Chloro-6-(morpholin-4-yl)-pyridin-3-yl]amino}-1-cyclooctyl-2-oxoethyl)-3-methylisoxazole-4-carboxamide ClC=1C=C(C=NC1N1CCOCC1)NC(C(C1CCCCCCC1)NC(=O)C=1C(=NOC1)C)=O